ClC1=NC2=CC=CC=C2C(=C1)CC(=O)NC1=CC=C(C=C1)NC1=NC(=NC(=C1)C)N1CCCC1 2-(2-chloroquinolin-4-yl)-N-(4-((6-methyl-2-(pyrrolidin-1-yl)pyrimidin-4-yl)amino)phenyl)acetamide